1-(3-Iodophenyl)piperidin-2-one IC=1C=C(C=CC1)N1C(CCCC1)=O